2-[1-[(2R)-2-[(4-hydroxycyclohexyl)oxy]-2-[2-(prop-2-yloxy)phenyl]ethyl]-5-methyl-6-(1,3-oxazol-2-yl)-2,4-dioxo-1H,2H,3H,4H-thieno[2,3-d]pyrimidin-3-yl]-2-methylpropanamide OC1CCC(CC1)O[C@@H](CN1C(N(C(C2=C1SC(=C2C)C=2OC=CN2)=O)C(C(=O)N)(C)C)=O)C2=C(C=CC=C2)OC(C)C